C(C)OC1=NC=CC=C1C1=CC(=C2C(=N1)C(=NN2[C@@H](CC)C)C)NCC2=NNC=N2 (R)-5-(2-ethoxy-3-pyridinyl)-3-methyl-1-[1-methylpropyl]-N-(1H-1,2,4-triazol-3-ylmethyl)pyrazolo[4,3-b]pyridin-7-amine